FC1=C(C=CC(=C1)OC=1C2=C(N=CN1)CNCC2)NC(=O)C=2C(N(C(N(C2)C(C)C)=O)C2=CC=C(C=C2)F)=O N-(2-fluoro-4-((5,6,7,8-tetrahydropyrido[3,4-d]pyrimidin-4-yl)oxy)phenyl)-3-(4-fluorophenyl)-1-isopropyl-2,4-dioxo-1,2,3,4-tetrahydropyrimidine-5-carboxamide